Trans-N-[(1R,3S)-3-aminocyclopentyl]-4-[[2-[4-[4-[(4R)-4-amino-2-oxo-pyrrolidin-1-yl]phenyl]sulfonylpiperazin-1-yl]-6-chloro-4-pyridyl]-difluoro-methyl]cyclohexanecarboxamide N[C@@H]1C[C@@H](CC1)NC(=O)[C@@H]1CC[C@H](CC1)C(F)(F)C1=CC(=NC(=C1)Cl)N1CCN(CC1)S(=O)(=O)C1=CC=C(C=C1)N1C(C[C@H](C1)N)=O